BrC1=CC=C(C=C1)C=1NC(=NN1)SCC(=O)C1=CC=CC=C1 2-((5-(4-bromophenyl)-4H-1,2,4-triazol-3-yl)thio)-1-phenylethan-1-one